(3S)-N-[4-methyl-3-[2-(morpholin-4-yl)-6-(1,3-thiazol-4-yl)pyridin-4-yl]phenyl]-3-(2,2,2-trifluoroethyl)pyrrolidine-1-carboxamide CC1=C(C=C(C=C1)NC(=O)N1C[C@@H](CC1)CC(F)(F)F)C1=CC(=NC(=C1)C=1N=CSC1)N1CCOCC1